1-(4-(tert-butyl)phenyl)-3-((5-(2,6-dioxopiperidin-3-yl)-4-oxo-5,6-dihydro-4H-thieno[3,4-c]pyrrol-1-yl)methyl)urea C(C)(C)(C)C1=CC=C(C=C1)NC(=O)NCC=1SC=C2C1CN(C2=O)C2C(NC(CC2)=O)=O